N-(5-((4-cyanophenyl)carbamoyl)-2-(piperidin-1-yl)phenyl)-1-methyl-1H-indazole-3-carboxamide C(#N)C1=CC=C(C=C1)NC(=O)C=1C=CC(=C(C1)NC(=O)C1=NN(C2=CC=CC=C12)C)N1CCCCC1